FC(S(=O)(=O)[O-])(F)F.C(C)(C)(C)OC1=CC=C(C=C1)[S+](C1=CC=CC=C1)C1=CC=CC=C1 (p-tert-butoxyphenyl)diphenylsulfonium trifluoromethanesulfonate